S(=O)(=O)(O)CCCSSCCCS(=O)(=O)O bis(3-sulfopropyl)disulfid